FC(SOC(=O)C1=CC=C(C=C1)C1=CC=CC=C1)F 1,1'-biphenyl-4-carboxylic acid difluoromethylthioester